6-(isopropyl(methyl)amino)-4-((methylamino)methyl)-2-(6-(5,6,7,8-tetrahydro-[1,2,4]triazolo[4,3-a]pyrazin-3-yl)pyridin-2-yl)-2,3-Dihydro-1H-pyrrolo[3,4-c]pyridin-1-one C(C)(C)N(C1=CC2=C(C(=N1)CNC)CN(C2=O)C2=NC(=CC=C2)C2=NN=C1N2CCNC1)C